C(CC(O)(C(=O)[O-])CC(=O)[O-])(=O)[O-].[Au+3] gold citrate